N1CCC(CC1)COC(=O)[C@@]1(NC[C@@H]2NCC[C@@H]21)CCCCB(O)O 4-((3AS,4R,6aR)-4-((piperidin-4-ylmethoxy)carbonyl)octahydropyrrolo[3,4-b]pyrrol-4-yl)butylboronic acid